O[C@@H](CSCCN1C(CCC1)=O)[C@@H](CSCCN1C(CCC1)=O)O 1-[2-[(2R,3S)-2,3-dihydroxy-4-[2-(2-oxopyrrolidin-1-yl)ethylsulfanyl]-butyl]sulfanylethyl]-pyrrolidin-2-one